tert-butyl (S)-3-(2',4'-difluorobiphenyl-4-yl)-3-(3-(4-hydroxy-1,6-dimethyl-2-oxo-1,2-dihydro pyridin-3-yl)ureido)propanoate FC1=C(C=CC(=C1)F)C1=CC=C(C=C1)[C@H](CC(=O)OC(C)(C)C)NC(=O)NC=1C(N(C(=CC1O)C)C)=O